(3R,7S)-9-(1-(6-chloropyridin-3-yl)ethyl)-2-(3,4-dichlorobenzoyl)-7-(hydroxymethyl)-3-methyl-1,2,3,4,8,9-hexahydropyrido[4',3':3,4]pyrazolo[1,5-a]pyrazin-10(7H)-one ClC1=CC=C(C=N1)C(C)N1C(C=2N([C@@H](C1)CO)N=C1C2CN([C@@H](C1)C)C(C1=CC(=C(C=C1)Cl)Cl)=O)=O